cis-2-(4-methoxyphenyl)-3-hydroxy-2,3-dihydro-1,5-benzothiazepine COC1=CC=C(C=C1)[C@@H]1SC2=C(N=C[C@@H]1O)C=CC=C2